1-(2,7-Dibromospiro[fluorene-9,4-piperidine]-1-yl)-2-hydroxy-2-methyl-propan-1-one BrC1=C(C2=C(C=C1)C1=CC=C(C=C1C21CCNCC1)Br)C(C(C)(C)O)=O